Acrylamidopropyl-trimethylammonium Chloride [Cl-].C(C=C)(=O)NCCC[N+](C)(C)C